3-[4-[[2,6-dimethoxy-4-(2-methyl-1-oxo-2,7-naphthyridin-4-yl)phenyl]methyl]piperazin-1-yl]azetidine-1-carboxylic acid tert-butyl ester C(C)(C)(C)OC(=O)N1CC(C1)N1CCN(CC1)CC1=C(C=C(C=C1OC)C1=CN(C(C2=CN=CC=C12)=O)C)OC